(R)-3-(4-(7-(2-((3-chloro-2-methylphenyl)amino)benzoyl)-7H-pyrrolo[2,3-d]pyrimidin-4-yl)-1H-pyrazol-1-yl)-3-cyclopentyl-propionitrile ClC=1C(=C(C=CC1)NC1=C(C(=O)N2C=CC3=C2N=CN=C3C=3C=NN(C3)[C@H](CC#N)C3CCCC3)C=CC=C1)C